O1CCC(=CC1)C1=C2C=CC=C(C2=CC=C1)C1=C(C(=O)N)C=CC(=C1)F (5-(3,6-dihydro-2H-pyran-4-yl)naphthalen-1-yl)-4-fluorobenzamide